FC(C1=CC=C(CN2CCNCC2)C=C1)(F)F 1-[4-(trifluoromethyl)benzyl]piperazine